(S)-3-fluoro-4-(((6-(1-((1-(oxetan-2-ylmethyl)-6-(5-oxo-2,5-dihydro-1,2,4-oxadiazol-3-yl)-1H-benzo[d]imidazol-2-yl)methyl)piperidin-4-yl)pyridin-2-yl)oxy)methyl)benzonitrile FC=1C=C(C#N)C=CC1COC1=NC(=CC=C1)C1CCN(CC1)CC1=NC2=C(N1C[C@H]1OCC1)C=C(C=C2)C=2NOC(N2)=O